tert-butoxyhexyl-magnesium chloride C(C)(C)(C)OCCCCCC[Mg]Cl